{1,4,8-triazacycloundecane-1,8-diylbis[methylene(2-hydroxy-5-methyl-3,1-phenylene)]}bis(2,3-dihydroxypropionamide) N1(CCNCCCN(CCC1)CC=1C(=C(C=C(C1)C)C(C(=O)N)(CO)O)O)CC=1C(=C(C=C(C1)C)C(C(=O)N)(CO)O)O